4-(5-amino-6-(cyclopropylmethoxy)-2H-indazol-2-yl)cyclohexanone NC1=CC2=CN(N=C2C=C1OCC1CC1)C1CCC(CC1)=O